C1(CC1)C1=C(C=C(C=C1)C(C1=CC=CC=C1)NC(=O)C1N(CC(C1)F)C(CC=1N(C2=CC=CC=C2C1)C(=O)O)=O)F 2-[2-(2-{[(4-cyclopropyl-3-fluorophenyl)(phenyl)methyl]carbamoyl}-4-fluoropyrrolidin-1-yl)-2-oxoethyl]-1H-indole-1-carboxylic acid